3-methylcyclohexane-1,2-dicarboxylic acid dipropyl ester C(CC)OC(=O)C1C(C(CCC1)C)C(=O)OCCC